O1C(CCCC\C=C/CCCCCCCCC1)=O (7Z)-oxacycloheptadec-7-en-2-one